(3S,3'S,4S,4'S)-1,1'-(bicyclo[2.1.1]hexane-1,4-dicarbonyl)bis(N3,N4-bis((1S,2R)-2-phenylcyclopropyl)pyrrolidine-3,4-dicarboxamide) C12(CCC(C1)(C2)C(=O)N2C[C@H]([C@@H](C2)C(=O)NC2C(C2)C2=CC=CC=C2)C(=O)N[C@@H]2[C@H](C2)C2=CC=CC=C2)C(=O)N2C[C@H]([C@@H](C2)C(=O)N[C@@H]2[C@H](C2)C2=CC=CC=C2)C(=O)N[C@@H]2[C@H](C2)C2=CC=CC=C2